4-(4-(4,4,5,5-tetramethyl-1,3,2-dioxaborolan-2-yl)-benzyl)thiomorpholine-1,1-dioxide CC1(OB(OC1(C)C)C1=CC=C(CN2CCS(CC2)(=O)=O)C=C1)C